[Zr].C(C(C)C)C(=O)C methyl isobutyl ketone zirconium